NC=1C2=C(N=CN1)N(C1=C2C=2C(C(CC1)=O)=C(ON2)C2CC2)C2COCC2 11-Amino-3-cyclopropyl-7-(tetrahydrofuran-3-yl)-6,7-dihydroisoxazolo[4'',3'':6',7']cyclohepta[1',2':4,5]pyrrolo[2,3-d]pyrimidin-4(5H)-one